C(CCCCCCC\C=C/C\C=C/C\C=C/CC)(=O)OCC(COC(N(C)C1CN(C1)CC)=O)COC(CCCCCCC\C=C/C\C=C/CCCCC)=O 3-(((1-Ethylazetidin-3-yl)(methyl)carbamoyl)oxy)-2-((((9Z,12Z)-octadeca-9,12-dienoyl)oxy)methyl)propyl (9Z,12Z,15Z)-octadeca-9,12,15-trienoate